tert-butyl 6-(3-hydroxypropyl)-2-azaspiro[3.3]heptane-2-carboxylate OCCCC1CC2(CN(C2)C(=O)OC(C)(C)C)C1